C1(CC1)C(=O)N1CC(C(C1)(F)F)C(C)S(=O)(=O)N 1-(cyclopropanecarbonyl-4,4-difluoropyrrolidin-3-yl)ethanesulfonamide